5-((4-(2,4-difluorophenyl)piperazin-1-yl)methyl)-2-(2,4-dioxotetrahydropyrimidine-1(2H)-yl)isoindoline-1,3-dione FC1=C(C=CC(=C1)F)N1CCN(CC1)CC=1C=C2C(N(C(C2=CC1)=O)N1C(NC(CC1)=O)=O)=O